C(C)(C)(C)[Si](C1=CC=CC=C1)(C1=CC=CC=C1)OC1C2=NN=C(C3=C(C=C(C(N(CCC=CCC1)C)=N3)C(F)(F)F)[N+](=O)[O-])O2 tert-butyl-[[13-methyl-17-nitro-15-(trifluoromethyl)-19-oxa-3,4,13,18-tetraazatricyclo[12.3.1.12,5]nonadeca-1(17),2,4,9,14(18),15-hexa-en-6-yl]oxy]-diphenyl-silane